isopropyltyrosine C(C)(C)N[C@@H](CC1=CC=C(C=C1)O)C(=O)O